hydroxy-2-ethylhexyl-phosphinic acid OP(O)(=O)CC(CCCC)CC